2-(4-aminophenyl)-N-(1,2,3,4-tetrahydronaphthalen-1-yl)oxazole-4-carboxamide NC1=CC=C(C=C1)C=1OC=C(N1)C(=O)NC1CCCC2=CC=CC=C12